dioctyl nonanedioate C(CCCCCCCC(=O)OCCCCCCCC)(=O)OCCCCCCCC